FC1=CC=C(C=C1)C=1C(=NN(C1)C)C1=CC=C(C=C1)C#CC1=NC(=CC=C1)C 2-[2-[4-[4-(4-fluorophenyl)-1-methyl-pyrazol-3-yl]phenyl]ethynyl]-6-methyl-pyridine